BrC1=NN(C(=N1)C=O)C([2H])([2H])[2H] 3-bromo-1-(methyl-d3)-1H-1,2,4-triazole-5-carbaldehyde